N[C@@H]1[C@@H](CCCC1)NC1=NC=C(C(=N1)NC=1C=C(C=CC1)C)C(=O)N 2-(((1R,2S)-2-aminocyclohexyl)amino)-4-(m-toluylamino)pyrimidine-5-carboxamide